O1CCC2=C1C(=CC=C2)OC=2C=CC1=C(C(=C(O1)C)C(=O)NC1(C(NCC1)=O)CO)C2 5-((2,3-dihydrobenzofuran-7-yl)oxy)-N-(3-(hydroxymethyl)-2-oxopyrrolidin-3-yl)-2-methylbenzofuran-3-carboxamide